({(1r,4r)-4-[5-(hydrazinocarbonyl)-2-(trifluoromethyl)anilino]cyclohexyl}methyl)carbamic acid benzyl ester C(C1=CC=CC=C1)OC(NCC1CCC(CC1)NC1=C(C=CC(=C1)C(=O)NN)C(F)(F)F)=O